C1(CC1)C1=CC(=NN1CC)C(=O)O 5-cyclopropyl-1-ethyl-pyrazole-3-carboxylic acid